(R)-(3,3-difluorocyclobutyl)(2-(2-methyl-2H-pyrazolo[3,4-b]pyridin-5-yl)thieno[2,3-b]pyrazin-6-yl)methanol FC1(CC(C1)[C@@H](O)C1=CC=2C(=NC=C(N2)C2=CC=3C(N=C2)=NN(C3)C)S1)F